N-aminomethyl-3-aminopropyl-trimethoxysilane NCNCCC[Si](OC)(OC)OC